(3-carbamoylphenyl)-5-methyl-4-oxo-3-(1-propyl-1H-pyrazol-4-yl)-4,5-dihydro-3H-pyrrolo[2,3-c]quinoline-1-carboxamide C(N)(=O)C=1C=C(C=CC1)C1=C(C2=C(C(N(C=3C=CC=CC23)C)=O)N1C=1C=NN(C1)CCC)C(=O)N